BrC1=C(C=C(C=C1C)NC(C(F)(F)F)=O)C (4-bromo-3,5-dimethylphenyl)-2,2,2-trifluoroacetamide